FC(C1=NC(=NO1)C=1C=C2CCC(C2=CC1)NC(=O)C=1C(=NN(C1)C)C)F N-(5-(5-(difluoromethyl)-1,2,4-oxadiazol-3-yl)-2,3-dihydro-1H-inden-1-yl)-1,3-dimethyl-1H-pyrazole-4-carboxamide